(R)-3-(5-(3-((cyclobutylmethyl)amino)piperidin-1-yl)-3-fluoropyridin-2-yl)-N-(4-oxo-4H-pyrido[1,2-a]pyrimidin-2-yl)oxetane-3-carboxamide C1(CCC1)CN[C@H]1CN(CCC1)C=1C=C(C(=NC1)C1(COC1)C(=O)NC=1N=C2N(C(C1)=O)C=CC=C2)F